2-(4-hydroxyphenyl)-5-(3,4,5-tridecyloxyphenyl)-1,3,4-oxadiazole OC1=CC=C(C=C1)C=1OC(=NN1)C1=CC(=C(C(=C1)OCCCCCCCCCC)OCCCCCCCCCC)OCCCCCCCCCC